OCC1=CN(C2=CC=CC=C12)C(=O)OCOCCCCCCCC (octanyloxy)methyl 3-(hydroxymethyl)-1H-indole-1-carboxylate